7-ethyl-3,7-dihydro-6H-purin-6-one C(C)N1C=NC=2NC=NC(C12)=O